C[C@H]1CN(C[C@H](N1)C)C(=O)OCC1=CC=CC=C1 benzyl (3s,5r)-3,5-dimethylpiperazine-1-carboxylate